C(C)(=O)OC1C(C(NC1)C(=O)O)N1CCN(CCN(CCN(CC1)CC(OC(C)(C)C)=O)CC(OC(C)(C)C)=O)CC(=O)OC(C)(C)C 4-acetoxy-3-(4,7,10-tris(2-(tert-butoxy)-2-oxoethyl)-1,4,7,10-tetraazacyclododecan-1-yl)pyrrolidine-2-carboxylic acid